[3-(6-tert-butyl-3-pyridyl)azetidin-1-yl]-[6-(3-cyclopropyl-1H-1,2,4-triazol-5-yl)-2-azaspiro[3.3]heptan-2-yl]methanone C(C)(C)(C)C1=CC=C(C=N1)C1CN(C1)C(=O)N1CC2(C1)CC(C2)C2=NC(=NN2)C2CC2